1-{4-[(pyridin-2-ylmethyl)sulfamoyl]phenyl}-3-(pyridin-3-ylmethyl)urea N1=C(C=CC=C1)CNS(=O)(=O)C1=CC=C(C=C1)NC(=O)NCC=1C=NC=CC1